2-(4-(4-(1H-benzo[d]imidazole-2-yl)piperazine-1-carbonyl)phenyl)-1H-benzo[d]imidazole-4-carboxamide N1C(=NC2=C1C=CC=C2)N2CCN(CC2)C(=O)C2=CC=C(C=C2)C2=NC1=C(N2)C=CC=C1C(=O)N